(8R)-5-{6-[(3S,4S)-4-amino-3-methyl-2-oxa-8-azaspiro[4.5]decan-8-yl]-1H-pyrazolo[3,4-b]pyrazin-3-yl}-N,8-dimethyl-5,6,7,8-tetrahydro-1,5-naphthyridine-2-carboxamide hydrochloride Cl.N[C@@H]1[C@@H](OCC12CCN(CC2)C2=CN=C1C(=N2)NN=C1N1C=2C=CC(=NC2[C@@H](CC1)C)C(=O)NC)C